C(CCCCCCCCC(=O)OC1CC1)(=O)OC1CC1 dicyclopropyl sebacate